CC=1C(=CC2=C(N=C(S2)NS(=O)=O)C1)C.[Na] sodium N-(5,6-dimethyl-1,3-benzothiazol-2-yl)sulphonamide